N-((1-(4-chloro-3-(trifluoromethyl)phenyl)-1H-tetrazol-5-yl)methyl)-N-methylcyclohexanamine ClC1=C(C=C(C=C1)N1N=NN=C1CN(C1CCCCC1)C)C(F)(F)F